2-cyano-3-tetrahydropyranyloxypyridin-4-one C(#N)C1=NC=CC(C1OC1OCCCC1)=O